NC1=NC=NC=2N(C3=C(C=C(C=C3C21)C(F)(F)F)C)CC(=O)N2[C@@H]1C[C@@H]1C[C@H]2C(=O)NC2=NC(=CC=C2C)Cl (1R,3S,5R)-2-(2-(4-amino-8-methyl-6-(trifluoromethyl)-9H-pyrimido[4,5-b]indol-9-yl)acetyl)-N-(6-chloro-3-methylpyridin-2-yl)-2-azabicyclo[3.1.0]hexane-3-carboxamide